trans-N-[4-(5-bromothiazol-2-yl)cyclohexyl]carbamic acid oxetan-3-yl ester O1CC(C1)OC(N[C@@H]1CC[C@H](CC1)C=1SC(=CN1)Br)=O